ONC(\C=C\C1=C(C=CC=C1)N1CCC(CC1)NC(CC1=CC(=C(C=C1)O)OC)=O)=O (E)-N-hydroxy-3-(2-(4-(2-(4-hydroxy-3-methoxyphenyl)acetamido)piperidin-1-yl)phenyl)acrylamide